2,2,2-trifluoroethan-1-amine, hydrochloride salt Cl.FC(CN)(F)F